Dipropyl glutarate C(CCCC(=O)OCCC)(=O)OCCC